hydroxy-2-hydroxy-acryloyl-hydroxy-propyl acrylate C(C=C)(=O)OCCC(O)(C(C(=C)O)=O)O